6-(pyridin-3-yl)quinoline-4-carboxylic acid N1=CC(=CC=C1)C=1C=C2C(=CC=NC2=CC1)C(=O)O